diethylene glycol mono-n-butyl ether acetate C(C)(=O)OCCOCCOCCCC